C1=CC=CC=2C3=CC=CC=C3C(C12)COC(=O)NC1(CCCC1)C(=O)O 1-(9H-fluoren-9-ylmethoxycarbonylamino)cyclopentanecarboxylic acid